OC1=C(C(=O)OC)C=C(C=C1)\N=N\C1=CC(=C(C=C1)CC(=O)OC)C1=NC(=NC=C1)NC1=CC=C(C=C1)C(F)(F)F methyl (E)-2-hydroxy-5-((4-(2-methoxy-2-oxoethyl)-3-(2-((4-(trifluoromethyl)phenyl)amino)pyrimidin-4-yl)phenyl)diazenyl)benzoate